NC1=C(C=C2C(=N1)C(C=1C(=CC=CC1O2)Cl)=O)C2=CC=C(C=N2)NC2CCN(CC2)CC2CCN(CC2)C=2C=C1C(N(C(C1=CC2)=O)C2C(NC(CC2)=O)=O)=O 5-(4-((4-((6-(2-amino-9-chloro-10-oxo-10H-chromeno[3,2-b]pyridin-3-yl)pyridin-3-yl)amino)piperidin-1-yl)methyl)piperidin-1-yl)-2-(2,6-dioxopiperidin-3-yl)isoindoline-1,3-dione